FC1(C[C@@H](CC1)NCC1=C2C(=NC(=C1)C(=O)N)C=CN2)F 7-((((R)-3,3-difluorocyclopentyl)amino)methyl)-1H-pyrrolo[3,2-b]pyridine-5-carboxamide